ClC1=CC(=C(C=C1)C=1N=NC(=C2C1C=NC=C2)NC2CN(CCC2)C)OC 4-(4-chloro-2-methoxyphenyl)-N-(1-methylpiperidin-3-yl)pyrido[3,4-d]pyridazin-1-amine